CC1(NC2=C(NC1=O)C=NC1=C2C=CN1S(=O)(=O)C1=CC=CC=C1)C 2,2-dimethyl-7-(benzenesulfonyl)-1,2,4,7-tetrahydro-3H-pyrrolo[3',2':5,6]pyrido[3,4-b]pyrazin-3-one